(2S)-3-[3-[[Methyl-(phenyl)carbamoyl]amino]phenyl]-2-[(3R)-pyrrolidin-3-yl]propanoic acid CN(C(=O)NC=1C=C(C=CC1)C[C@H](C(=O)O)[C@@H]1CNCC1)C1=CC=CC=C1